N=1C=NN2C1C=C(C=C2)C2=CNC=1N=C(N=C(C12)OC)NC1CCC(CC1)(C)NC(C)=O N-((1r,4r)-4-((5-([1,2,4]triazolo[1,5-a]pyridin-7-yl)-4-methoxy-7H-pyrrolo[2,3-d]pyrimidin-2-yl)amino)-1-methylcyclohexyl)acetamide